BrC(C(=O)N(CCC1=CC=C(C=C1)C(F)(F)F)C#N)(C)C 2-bromo-N-cyano-2-methyl-N-(4-trifluoromethylphenylethyl)propionamide